[Si](C1=CC=CC=C1)(C1=CC=CC=C1)(C(C)(C)C)OCC=1C(=NC(=NC1)SC)OCC1=CC=C(C=C1)OC 5-(((tert-butyldiphenylsilyl)oxy)methyl)-4-((4-methoxybenzyl)oxy)-2-(methylthio)pyrimidine